(3R)-1-(2-(((3S,4S)-4-(difluoromethyl)-1,3-dimethylpiperidin-3-yl)methoxy)-7-((Sa)-8-ethynyl-7-fluoro-3-hydroxynaphthalen-1-yl)-6,8-difluoroquinazolin-4-yl)-3-methylpiperidin-3-ol FC([C@@H]1[C@](CN(CC1)C)(C)COC1=NC2=C(C(=C(C=C2C(=N1)N1C[C@@](CCC1)(O)C)F)C1=CC(=CC2=CC=C(C(=C12)C#C)F)O)F)F